4-(4-fluorobenzyl)-3-[(4-methyl-1,3-thiazol-5-yl)methyl]-1,2,4-oxadiazol FC1=CC=C(CN2C(=NOC2)CC2=C(N=CS2)C)C=C1